C(C1=CC=CC=C1)N1C=CC2=C1N=C(N=C2NC2C(C1CCC2CC1)C(=O)OC)C1=CN(C2=NC=C(C=C21)F)S(=O)(=O)C2=CC=C(C)C=C2 (+/-)-trans-methyl 3-((7-benzyl-2-(5-fluoro-1-tosyl-1H-pyrrolo[2,3-b]pyridin-3-yl)-7H-pyrrolo[2,3-d]pyrimidin-4-yl)amino)bicyclo[2.2.2]octane-2-carboxylate